C(C)(=O)N(C1=C(C=C(C=C1)C1=CC=C(C=N1)C(=O)NCC1=CC=NC=C1)Cl)CC1CC1 6-[4-[Acetyl(cyclopropylmethyl)amino]-3-chloro-phenyl]-N-(4-pyridylmethyl)pyridine-3-carboxamide